(1R,4R)-4-((4-(2,6-DIOXOPIPERIDIN-3-YL)PYRIDIN-2-YL)AMINO)CYCLOHEXANE O=C1NC(CCC1C1=CC(=NC=C1)NC1CCCCC1)=O